C(CC=C)N(C1=NC(=CC(=N1)N)C)CC1=CC=C(C=C1)OC N2-(but-3-en-1-yl)-N2-(4-methoxybenzyl)-6-methylpyrimidine-2,4-diamine